5-[4-amino-5-(trifluoromethyl)pyrrolo[2,1-f][1,2,4]triazin-7-yl]-2-chloro-4-fluoro-N-[(3R,4S)-4-fluoro-1-[(2R)-3,3,3-trifluoro-2-hydroxypropanoyl]pyrrolidin-3-yl]benzamide NC1=NC=NN2C1=C(C=C2C=2C(=CC(=C(C(=O)N[C@@H]1CN(C[C@@H]1F)C([C@H](C(F)(F)F)O)=O)C2)Cl)F)C(F)(F)F